1-Boc-4-(piperidin-4-yl)-piperazine C(=O)(OC(C)(C)C)N1CCN(CC1)C1CCNCC1